ClC=1C=C(CN2CCC(CC2)C(=O)N2CCC(CC2)C2=CN=NN2)C=C(C1)Cl 3,5-dichlorobenzyl-4-(4-(1H-1,2,3-triazol-5-yl)piperidine-1-carbonyl)piperidine